IC1=C(C=C(C=C1)C(C)C)C 1-iodo-4-isopropyl-2-methylbenzene